Bromofluorene C1C2=CC=CC=C2C3=C1C(=CC=C3)Br